FC=1C=CC(=C(OCCOCCNC(OC2(CN(CC2)C(C=C)=O)C(F)(F)F)=O)C1)C=1N=NC(=C2C1SC=C2)C=2C=C1CCNCC1=CC2 [1-prop-2-enoyl-3-(trifluoromethyl) pyrrolidin-3-yl] N-[2-[2-[5-fluoro-2-[4-(1,2,3,4-tetrahydroisoquinolin-6-yl)thieno[2,3-d]pyridazin-7-yl]phenoxy]ethoxy]ethyl]carbamate